CC=1N=C2N(C=C(C=C2C)C=2N=C3C(=NC2)N=C(S3)N(C3CCNCC3)C)C1 6-(2,8-Dimethylimidazo[1,2-a]pyridin-6-yl)-N-methyl-N-(piperidin-4-yl)[1,3]thiazolo[4,5-b]pyrazin-2-amin